C(C)(C)(C)OC(=O)C1=C(N=C(S1)NC(=O)C1CC(C1)NC(C1=CC(=CC=C1)C1=NOC(=N1)C)=O)C.CC=1OC(=C(N1)C=O)C (2,5-dimethyl-1,3-oxazol-4-yl)methanone tert-Butyl-4-methyl-2-((1s,3s)-3-(3-(5-methyl-1,2,4-oxadiazol-3-yl)benzamido)cyclobutane-1-carboxamido)thiazole-5-carboxylate